silver(I) hydrogen selenate [Se](=O)(=O)(O)[O-].[Ag+]